(2-morpholinoethyl)-pentanamide dimesylate S(C)(=O)(=O)O.S(C)(=O)(=O)O.O1CCN(CC1)CCC(C(=O)N)CCC